ClC=1C=C(C=CC1C(F)(F)F)NC1=NC=C(C(=N1)N[C@H](CO)C1=CC=CC=C1)C(=O)NC1CCCC1 2-{[3-chloro-4-(trifluoromethyl)phenyl]amino}-N-cyclopentyl-4-{[(1S)-2-hydroxy-1-phenylethyl]amino}pyrimidine-5-carboxamide